CC(C)(C)[N+](=O)[O-] 2-methyl-2-nitropropane